N-[(3,4-Dichlorophenyl)methyl]-2-[6-[4-(2-methoxyethyl)piperazin-1-yl]-4-oxoquinazolin-3-yl]-N-methylacetamide ClC=1C=C(C=CC1Cl)CN(C(CN1C=NC2=CC=C(C=C2C1=O)N1CCN(CC1)CCOC)=O)C